N-(4-((R*)-2-(4-Cyanophenyl)propyl)-6-(((R)-1-hydroxy-4-methylpentan-2-yl)amino)-1,3,5-triazin-2-yl)methanesulfonamide C(#N)C1=CC=C(C=C1)[C@@H](CC1=NC(=NC(=N1)N[C@@H](CO)CC(C)C)NS(=O)(=O)C)C |o1:8|